2-amino-N-(3-(3-hydroxy-3-methylbut-1-yn-1-yl)phenyl)-5-(3-(1-hydroxypropyl)-5-methylphenyl)nicotinamide tert-Butyl-4-(3,4-dimethoxybenzoyl)piperidine-1-carboxylate C(C)(C)(C)OC(=O)N1CCC(CC1)C(C1=CC(=C(C=C1)OC)OC)=O.NC1=C(C(=O)NC2=CC(=CC=C2)C#CC(C)(C)O)C=C(C=N1)C1=CC(=CC(=C1)C)C(CC)O